7-chloro-3-ethyl-2'-(hydroxymethyl)-3,4-dihydrospiro[benzo[d][1,2]thiazine-1,1'-cyclopropane]-2,2-dioxide ClC1=CC2=C(CN(S(C23C(C3)CO)(=O)=O)CC)C=C1